C1CCCCC=CC1 6-cyclooctene